(3aR,5s,6aS)-N-(6-(2-chloro-5-fluorophenyl)-5-(trifluoro-methyl)pyridazin-3-yl)-2-((tetrahydro-2H-pyran-4-yl)methyl-d2)octahydrocyclopenta[c]pyrrol-5-amine ClC1=C(C=C(C=C1)F)C1=C(C=C(N=N1)NC1C[C@@H]2[C@@H](CN(C2)C([2H])([2H])C2CCOCC2)C1)C(F)(F)F